tert-butyl 2-[1-[[2-[N-[(2R,4R)-1-benzyloxycarbonyl-4-methoxy-pyrrolidine-2-carbonyl]-4-(pentafluoro-λ6-sulfanyl)anilino]-2-(3-pyridyl)acetyl]amino]ethyl]piperidine-1-carboxylate C(C1=CC=CC=C1)OC(=O)N1[C@H](C[C@H](C1)OC)C(=O)N(C1=CC=C(C=C1)S(F)(F)(F)(F)F)C(C(=O)NC(C)C1N(CCCC1)C(=O)OC(C)(C)C)C=1C=NC=CC1